3-Bromo-4-[(cyclopent-1-en-1-yl)oxy]pyridine BrC=1C=NC=CC1OC1=CCCC1